[1-(tert-butoxy-carbonyl)piperidin-4-yl](iodo)zinc C(C)(C)(C)OC(=O)N1CCC(CC1)[Zn]I